1-methylbenzimidazole-2-amine CN1C(=NC2=C1C=CC=C2)N